N(=[N+]=[N-])CCCN 3-azidopropyl-amine